1-methylcyclopentanecarbonitrile CC1(CCCC1)C#N